ethyl 5-chloro-7H-pyrrolo[2,3-c][2,6]naphthyridine-8-carboxylate ClC1=NC2=C(C3=CN=CC=C13)C=C(N2)C(=O)OCC